N-((2R,3S)-1-acetyl-2-(((cis-4-(2-methylphenyl)cyclohexyl)oxy)-methyl)piperidin-3-yl)methanesulfonamide C(C)(=O)N1[C@H]([C@H](CCC1)NS(=O)(=O)C)CO[C@@H]1CC[C@@H](CC1)C1=C(C=CC=C1)C